tert-butyl (S)-3-((4-(6-(dimethylphosphoryl)-1-(benzenesulfonyl)-1H-pyrrolo[2,3-b]pyridin-3-yl)-5-(trifluoromethyl)pyrimidin-2-yl)amino)piperidine-1-carboxylate CP(=O)(C)C1=CC=C2C(=N1)N(C=C2C2=NC(=NC=C2C(F)(F)F)N[C@@H]2CN(CCC2)C(=O)OC(C)(C)C)S(=O)(=O)C2=CC=CC=C2